C(C)(C)(C)OC(=O)N1[C@@H]2[C@H](NC[C@H]1CC2)CC=C.C(C)(C)(C)C(PC2=C(C=CC=C2)PC(C(C)(C)C)C(C)(C)C)C(C)(C)C 1,2-bis(di-t-butylmethylphosphino)benzene tert-butyl-(1S,2R,5R)-2-(prop-2-en-1-yl)-3,8-diazabicyclo[3.2.1]octane-8-carboxylate